C[C@H](CC(=O)O)C(=O)O (R)-(+)-METHYLSUCCINIC ACID